1-(4-(2-((1-methylpyrrolidin-2-yl)methoxy)-5,6,7,8-tetrahydroquinazolin-4-yl)piperazin-1-yl)prop-2-en-1-one CN1C(CCC1)COC1=NC=2CCCCC2C(=N1)N1CCN(CC1)C(C=C)=O